N-(2-nitro-4-trifluoromethylphenyl)morpholine-4-sulfonamide [N+](=O)([O-])C1=C(C=CC(=C1)C(F)(F)F)NS(=O)(=O)N1CCOCC1